thiophene tin [Sn].S1C=CC=C1